BrC1=C(OC[Ge](C(C)C)(C(C)C)COC2=C(C=C(C=C2C)F)Br)C(=CC(=C1)F)C bis((2-bromo-4-fluoro-6-methylphenoxy)methyl)diisopropylgermane